(2S,3S)-1-cyano-N-(6-(3,5-dimethylisoxazol-4-yl)benzo[d]thiazol-2-yl)-2-methylpyrrolidine-3-carboxamide C(#N)N1[C@H]([C@H](CC1)C(=O)NC=1SC2=C(N1)C=CC(=C2)C=2C(=NOC2C)C)C